C(C)(C)(C)OC(=O)N1CCN(CC1)C1=CC=C(C=C1)NC1CCC(CC1)N 4-(4-(((1r,4r)-4-aminocyclohexyl)amino)phenyl)piperazine-1-carboxylic acid tert-butyl ester